(+/-)-cis-1-(5-(4-((3-chlorophenyl)amino)-6-(5-methoxypyridin-3-yl)pyrimidin-2-yl)-2-methylpiperidin-1-yl)ethan-1-one ClC=1C=C(C=CC1)NC1=NC(=NC(=C1)C=1C=NC=C(C1)OC)[C@@H]1CC[C@@H](N(C1)C(C)=O)C |r|